(3R)-N-[4-(3-Cyanophenyl)-5-(2,6-dimethyl-4-pyridyl)thiazol-2-yl]-3-(hydroxymethyl)morpholin-4-carboxamid C(#N)C=1C=C(C=CC1)C=1N=C(SC1C1=CC(=NC(=C1)C)C)NC(=O)N1[C@@H](COCC1)CO